C=CC(=NO)C1=CC(=C(C=C1)OC)OC methylene-(3,4-dimethoxyphenyl)ethanone oxime